N-(2-(4-((2S,6R)-2,6-dimethylmorpholino)piperidine-1-yl)-4-methoxy-5-((6-((R)-3-(3-methoxyphenyl)isoxazolidine-2-yl)pyrimidine-4-yl)amino)phenyl)acrylamide carbon [C].C[C@@H]1O[C@@H](CN(C1)C1CCN(CC1)C1=C(C=C(C(=C1)OC)NC1=NC=NC(=C1)N1OCC[C@@H]1C1=CC(=CC=C1)OC)NC(C=C)=O)C